NC=1SC2=C(N1)C(=CC=C2F)C2=C1C=CN3C1=C(C=C2F)C(N2[C@H](CC3)CNCC2)=O (8aR)-3-(2-Amino-7-fluorobenzo[d]thiazol-4-yl)-2-fluoro-8,8a,9,10,11,12-hexahydro-7H,14H-pyrazino[1',2':5,6][1,5]diazocino[3,2,1-hi]indol-14-one